FC(C(=O)O)(F)F.N=1N=CN(C1)CC12CC(CC(N1)C2)C cis-1-((4H-1,2,4-triazol-4-yl)methyl)-3-methyl-6-azabicyclo[3.1.1]heptane trifluoroacetate